2-[4-[3-(2,6-dimethyl-4-pyridyl)-5-methyl-1H-pyrazol-4-yl]phenyl]-8-oxa-2-azaspiro[4.5]decane CC1=NC(=CC(=C1)C1=NNC(=C1C1=CC=C(C=C1)N1CC2(CC1)CCOCC2)C)C